C1(CC1)C(C(=O)N1CCOC2=C(C1)C=NC=C2C#N)C 4-(2-cyclopropyl-propanoyl)-3,5-dihydro-2H-pyrido[3,4-f][1,4]oxazepine-9-carbonitrile